N-[(3-fluoropyridin-2-yl)methyl]1,3-thiazole-4-carboxamide FC=1C(=NC=CC1)CNC(=O)C=1N=CSC1